N1(CCCC1)[C@@H]1[C@H](CC[C@@H](C1)C1=CC(=CC=C1)C(F)(F)F)NC(OC(C)(C)C)=O tert-butyl ((1S,2S,4S)-2-(pyrrolidin-1-yl)-4-(3-(trifluoromethyl)phenyl)cyclohexyl)-carbamate